cyclobutyl(2-(5-(trifluoromethyl)-1,2,4-oxadiazol-3-yl)-4,7-dihydrothieno[2,3-c]pyridin-6(5H)-yl)methanone C1(CCC1)C(=O)N1CC2=C(CC1)C=C(S2)C2=NOC(=N2)C(F)(F)F